1-(3-Bromo-5-fluorophenyl)-4-(2-methoxyethyl)piperazine BrC=1C=C(C=C(C1)F)N1CCN(CC1)CCOC